Tert-butyl 4-(4-chloro-2,5-difluoro-phenyl)-3,3-difluoro-piperidine-1-carboxylate ClC1=CC(=C(C=C1F)C1C(CN(CC1)C(=O)OC(C)(C)C)(F)F)F